1-methylcyclobutanamine hydrochloride Cl.CC1(CCC1)N